8-((2-hydroxyethyl)thio)-7-methoxypyrido[4,3-d]pyrimidine OCCSC1=C(N=CC2=C1N=CN=C2)OC